methyl (1S,3S)-3-(4-(5-chloro-3-(((cyclopentyl(methyl)carbamoyl)oxy)methyl)thiophen-2-yl)-2-fluorophenoxy)cyclohexane-1-carboxylate ClC1=CC(=C(S1)C1=CC(=C(O[C@@H]2C[C@H](CCC2)C(=O)OC)C=C1)F)COC(N(C)C1CCCC1)=O